CN1C(NC(C12CCNCC2)=O)=O 1-methyl-1,3,8-triazaspiro[4.5]decane-2,4-dione